4-{[(1R,3R)-3-hydroxycyclohexyl]Amino}-2-(methylthio)pyrimidine-5-carbaldehyde O[C@H]1C[C@@H](CCC1)NC1=NC(=NC=C1C=O)SC